COC1=CC=C(CNC2=NC=NC=C2)C=C1 N-(4-methoxybenzyl)pyrimidin-4-amine